pentacosanyl-nitrilotriacetic acid C(CCCCCCCCCCCCCCCCCCCCCCCC)C(C(=O)O)N(CC(=O)O)CC(=O)O